F[C@@H]1[C@H]2CC[C@@H](C[C@@H]1N(C)C1=NC=C(N=C1)C1=C(C=C(C=C1)C1=CN=NC(=C1)OC)OCOC)N2C(=O)OC(C)(C)C tert-butyl (1R,2S,3S,5S)-2-fluoro-3-([5-[2-(methoxymethoxy)-4-(6-methoxypyridazin-4-yl)phenyl] pyrazin-2-yl](methyl)amino)-8-azabicyclo[3.2.1]octane-8-carboxylate